titanium tetrakis(oleic acid) C(CCCCCCC\C=C/CCCCCCCC)(=O)O.C(CCCCCCC\C=C/CCCCCCCC)(=O)O.C(CCCCCCC\C=C/CCCCCCCC)(=O)O.C(CCCCCCC\C=C/CCCCCCCC)(=O)O.[Ti]